CCCCCC(CCCCCCCCCCCCCC)O eicosane-6-ol